3-cyclopropylmorpholine C1(CC1)C1NCCOC1